(racemic)-6-(1-((3'-cyano-5'-methoxy-[1,1'-biphenyl]-4-yl)methyl)-4-fluoro-1H-indole-7-carboxamido)spiro[3.3]heptane-2-carboxylic acid C(#N)C=1C=C(C=C(C1)OC)C1=CC=C(C=C1)CN1C=CC2=C(C=CC(=C12)C(=O)NC1CC2(CC(C2)C(=O)O)C1)F